N1(N=CC=C1)[B] (1-pyrazolyl)boron